BrC1=C(C=C(C=C1)F)OCOCC 1-Bromo-2-(ethoxymethoxy)-4-fluorobenzene